FC=1C=NN(C1)C1=CC=C(C=N1)COC(NC)=O ((6-(4-fluoro-1H-pyrazol-1-yl)pyridin-3-yl)methyl)(methyl)carbamate